(S)-methyl 2-allyl-4-(3-methoxypropyl)-8-nitro-1,2,3,4-tetrahydroquinoxaline-6-carboxylate C(C=C)[C@@H]1NC2=C(C=C(C=C2N(C1)CCCOC)C(=O)OC)[N+](=O)[O-]